NC=1C(=CC=C2C(=NC=NC12)N1CCC(CC1)CCP(O)(O)=O)OC (2-(1-(8-amino-7-methoxyquinazolin-4-yl)piperidin-4-yl)ethyl)phosphonic acid